C1(CCC1)=CCN1N=CC=C1C(=O)N[C@H](C(=O)NC1=NC(=C(C=C1)C=1C(=NNC1C)C)F)C1CCCCC1 (S)-1-(2-cyclobutylideneethyl)-N-(1-cyclohexyl-2-((5-(3,5-dimethyl-1H-pyrazol-4-yl)-6-fluoropyridin-2-yl)amino)-2-oxoethyl)-1H-pyrazole-5-carboxamide